FC=1C=C(C=CC1NC1=NC=C(C(=N1)C=1C=NN(C1)[C@H](C)[C@H](C)O)C(F)(F)F)S(=O)(=O)N 3-fluoro-4-((4-(1-((2R,3S)-3-hydroxybutan-2-yl)-1H-pyrazol-4-yl)-5-(trifluoromethyl)pyrimidin-2-yl)amino)benzenesulfonamide